5-((3-aminobenzyl)amino)-N-(3-(trifluoromethyl)phenyl)benzofuran-2-carboxamide NC=1C=C(CNC=2C=CC3=C(C=C(O3)C(=O)NC3=CC(=CC=C3)C(F)(F)F)C2)C=CC1